3-morpholinobicyclo[1.1.1]pentan-1-amine O1CCN(CC1)C12CC(C1)(C2)N